OCC1C(C(C(OC1)O)O)O 5-(hydroxymethyl)oxane-2,3,4-triol